N-((4,6-dimethyl-2-oxo-1,2-dihydropyridin-3-yl)methyl)-6-methyl-5-(1-phenylethyl)indolizine-7-carboxamide CC1=C(C(NC(=C1)C)=O)CNC(=O)C=1C(=C(N2C=CC=C2C1)C(C)C1=CC=CC=C1)C